ClC1=C(C(=O)N2CC(C2)NC(=O)[C@H]2NC[C@@H](C2)O)C=CC(=C1)NC=1C=2N(C=CN1)C(=CN2)C=2C(=NN(C2)CC#N)C(F)(F)F (2S,4R)-N-[1-[2-chloro-4-[[3-[1-(cyanomethyl)-3-(trifluoromethyl)pyrazol-4-yl]imidazo[1,2-a]pyrazin-8-yl]amino]benzoyl]azetidin-3-yl]-4-hydroxypyrrolidine-2-carboxamide